6-(3-methoxypyrrolidin-1-yl)pyridin-2-ol COC1CN(CC1)C1=CC=CC(=N1)O